O1CC(C1)C(=O)N1CC2=CC(=CC=C2CC1)S(=O)(=O)NC(C(F)(F)F)C1=CC=C(C=C1)F 2-(oxetane-3-carbonyl)-N-(2,2,2-trifluoro-1-(4-fluorophenyl)ethyl)-1,2,3,4-tetrahydroisoquinoline-7-sulfonamide